ClC=1C=CC(=NC1)NC=O N-(5-chloro(2-pyridinyl))carboxamide